C(C)(C)N1C=C(C(C(=C1)C1=CC=C(C=C1)C)=O)C(=O)O 1-isopropyl-4-oxo-5-p-tolyl-1,4-dihydropyridine-3-carboxylic acid